tert-Butyl 2-oxo-2-(4-(5-(trifluoromethyl)pyrimidin-2-yl)piperazin-1-yl)ethylcarbamate O=C(CNC(OC(C)(C)C)=O)N1CCN(CC1)C1=NC=C(C=N1)C(F)(F)F